C(CCC)C(CCC)C=1N=C(NC1)C 1-butylbutylmethyl-imidazole